COC1=C(C=CC(=C1)C1(C2=CC=CC=C2C=2C=CC=CC12)C1=CC(=C(C=C1)O)OC)O 2,2'-dimethoxy-4,4'-(9H-fluoren-9-ylidene)bisphenol